[Ir].N1=CC=CC2=CC=CC=C12.N1=CC=CC2=CC=CC=C12 Bis-quinoline iridium